8-(tert-butoxycarbonyl)-3,8-diazabicyclo[4.2.0]octan-3-ium C(C)(C)(C)OC(=O)N1CC2CC[NH2+]CC12